N1(CCC1)C(C(=O)O[C@@H](C)[C@H]1CC[C@@H]2[C@@]1(CC[C@@H]1[C@]3(CC[C@@H](CC3=CC[C@@H]21)O)C)C)=O (1S)-1-[(1S,3aS,3bS,7S,9aR,9bS,11aS)-7-hydroxy-9a,11a-dimethyl-1H,2H,3H,3aH,3bH,4H,6H,7H,8H,9H,9aH,9bH,10H,11H,11aH-cyclopenta[a]phenanthren-1-yl]ethyl 2-(azetidin-1-yl)-2-oxoacetate